(Z)-3-fluoro-4-(phenylsulfonyl)but-2-en-1-amine F\C(=C/CN)\CS(=O)(=O)C1=CC=CC=C1